(2S)-5,5-dimethyl-2-[(2S)-3-(1-methyl-1H-imidazol-4-yl)-2-(2-oxopyrrolidin-1-yl)propionylamino]hexanoic acid CC(CC[C@@H](C(=O)O)NC([C@H](CC=1N=CN(C1)C)N1C(CCC1)=O)=O)(C)C